C(CCCCCCCCCCCCCCC)(=O)OC[C@@H](OC(CC)=O)COP(=O)([O-])OCC[N+](C)(C)C 1-hexadecanoyl-2-propionyl-sn-glycero-3-phosphocholine